N-((5-bromo-8-methoxyquinolin-7-yl)(pyridin-3-yl)methyl)butyramide BrC1=C2C=CC=NC2=C(C(=C1)C(NC(CCC)=O)C=1C=NC=CC1)OC